5-(ethoxycarbonyl)tetrahydrothiophene-2-carboxylic acid C(C)OC(=O)C1CCC(S1)C(=O)O